4-(4-methoxyphenyl)-N-(1-methylpiperidin-3-yl)phthalazin-1-amine COC1=CC=C(C=C1)C1=NN=C(C2=CC=CC=C12)NC1CN(CCC1)C